5-chloropyrimidine-2-carbohydrazide ClC=1C=NC(=NC1)C(=O)NN